FC(OC=1C(=CC(=C(C1)NC(OC1=CC=CC=C1)=O)F)C)F phenyl (5-(difluoromethoxy)-2-fluoro-4-methyl phenyl)carbamate